methyl 2-(chloromethyl)-1-((3-methoxyoxetan-3-yl)methyl)-1H-benzo[d]imidazole-6-carboxylate ClCC1=NC2=C(N1CC1(COC1)OC)C=C(C=C2)C(=O)OC